N-[[6-(3-Phenylpyrrolidin-1-yl)-2-pyridyl]sulfonyl]-2-(2,2,4-trimethylpyrrolidin-1-yl)pyridin-3-carboxamid C1(=CC=CC=C1)C1CN(CC1)C1=CC=CC(=N1)S(=O)(=O)NC(=O)C=1C(=NC=CC1)N1C(CC(C1)C)(C)C